5-{[(cyanomethyl)amino]methyl}-6-methyl-N-[4-(methylsulfonyl)benzyl]-2-oxo-1-[3-(trifluoromethyl)phenyl]-1,2-dihydropyridine-3-carboxamide C(#N)CNCC=1C=C(C(N(C1C)C1=CC(=CC=C1)C(F)(F)F)=O)C(=O)NCC1=CC=C(C=C1)S(=O)(=O)C